(R)-2-(tert-butyldimethylsilyloxy)propanoic acid [Si](C)(C)(C(C)(C)C)O[C@@H](C(=O)O)C